(3,5-Bis(octadecyloxy)phenyl)methanol C(CCCCCCCCCCCCCCCCC)OC=1C=C(C=C(C1)OCCCCCCCCCCCCCCCCCC)CO